methyl (1S,2S)-2-(6-chloro-2-pyridyl)-1-(2-methoxy-5-methyl-phenyl)cyclopropanecarboxylate ClC1=CC=CC(=N1)[C@@H]1[C@](C1)(C(=O)OC)C1=C(C=CC(=C1)C)OC